2-cyclopropoxy-3,4,5,6-tetrafluoro-N,N-bis(4-methoxybenzyl)benzenesulfonamide C1(CC1)OC1=C(C(=C(C(=C1F)F)F)F)S(=O)(=O)N(CC1=CC=C(C=C1)OC)CC1=CC=C(C=C1)OC